FC1=CC=C(C(=O)[C@@]2([C@@](CCCC2)(N)C(C2=CC=C(C=C2)F)=O)N)C=C1 bis(4-fluorobenzoyl)-trans-1,2-cyclohexanediamine